tert-butyl (4-(hydroxymethyl)tetrahydro-2H-pyran-4-yl)(methyl)carbamate OCC1(CCOCC1)N(C(OC(C)(C)C)=O)C